[2,7-Bis[2-[(2R,3S,4R,5S,6R)-3,4,5-trihydroxy-6-(hydroxymethyl)tetrahydropyran-2-yl]ethynyl]spiro[fluorene-9,4-piperidine]-1-yl]-cyclopropyl-methanone O[C@@H]1[C@H](O[C@@H]([C@H]([C@@H]1O)O)CO)C#CC1=C(C2=C(C=C1)C1=CC=C(C=C1C21CCNCC1)C#C[C@H]1O[C@@H]([C@H]([C@@H]([C@@H]1O)O)O)CO)C(=O)C1CC1